3-(5-Fluoro-2-hydroxymethyl-1H-indol-3-yl)-5-hydroxy-2,3-dihydro-isoindol-1-one FC=1C=C2C(=C(NC2=CC1)CO)C1NC(C2=CC=C(C=C12)O)=O